2-(pyridin-4-yl)thiazole 2,2-difluoroethyl-1-hydroxy-2-(5H-imidazo[5,1-a]isoindol-5-yl)-8-azaspiro[4.5]decane-8-carboxylate FC(COC(=O)N1CCC2(CCC(C2O)C2N3C(C4=CC=CC=C24)=CN=C3)CC1)F.N1=CC=C(C=C1)C=1SC=CN1